(7S)-N-(8-oxabicyclo[3.2.1]oct-3-yl)-4-(5-(5-fluoro-2-methoxypyridin-4-yl)-1H-pyrazole-3-carbonyl)-4-azaspiro[2.5]octane-7-carboxamide C12CC(CC(CC1)O2)NC(=O)[C@H]2CCN(C1(CC1)C2)C(=O)C2=NNC(=C2)C2=CC(=NC=C2F)OC